Methyl-2-[4-bromo-5-fluoro-2-(4-butoxy-4,5-dihydroisoxazol-3-yl)phenoxy]acetat COC(COC1=C(C=C(C(=C1)F)Br)C1=NOCC1OCCCC)=O